N=1N(N=NC1)CCC1=C(C=C2C=C(NC2=C1)CNC(=O)C1(CC1)C)Cl N-((6-(2-(2H-tetrazol-2-yl)ethyl)-5-chloro-1H-indol-2-yl)methyl)-1-methylcyclopropane-1-carboxamide